C(=O)(C=C)N1C[C@@H](N(CC1)C1=NC=NC2=CC=C(C=C12)C=1C=C(C(=NC1)OC)NS(=O)(=O)C1=C(C=C(C=C1)F)F)C (S)-N-(5-(4-(4-acryl-2-methylpiperazin-1-yl)quinazolin-6-yl)-2-methoxypyridin-3-yl)-2,4-difluorobenzenesulfonamide